The molecule is an N-acylglycine with an acyl group that is nonanoyl. It has a role as a metabolite. It is a N-acylglycine and a fatty amide. It derives from a glycine and a nonanoic acid. CCCCCCCCC(=O)NCC(=O)O